N-{(2S,3R,4S)-1-(azetidine-1-carbonyl)-4-fluoro-2-[(2-fluoro-3'-methyl[1,1'-biphenyl]-3-yl)methyl]pyrrolidin-3-yl}cyclopropanesulfonamide N1(CCC1)C(=O)N1[C@H]([C@H]([C@H](C1)F)NS(=O)(=O)C1CC1)CC=1C(=C(C=CC1)C1=CC(=CC=C1)C)F